2,6-dichloro-4-pyridineboronic acid ClC1=NC(=CC(=C1)B(O)O)Cl